N[C@@]1([C@@H]2[C@]([C@@H]2C[C@H]1OCC1=CC(=C(C=C1)F)F)(C(=O)O)F)C(=O)O (1R,2R,3R,5R,6R)-2-amino-3-[(3,4-difluorophenyl)methoxy]-6-fluorobicyclo[3.1.0]hexane-2,6-dicarboxylic acid